CN(C(C)C=1C=CC2=C(N=C(O2)NC=2OC3=C(N2)C=C(C=C3)F)C1)C 2-{5-[1-(dimethylamino)ethyl]-1,3-benzoxazol-2-ylamino}-5-fluoro-1,3-benzoxazole